5-chloro-N2-(4-(4-methylpiperazin-1-yl)phenyl)-N4-(o-tolyl)pyrimidine-2,4-diamine ClC=1C(=NC(=NC1)NC1=CC=C(C=C1)N1CCN(CC1)C)NC1=C(C=CC=C1)C